1-(bromomethyl)-4-methoxy-2-fluorobenzene BrCC1=C(C=C(C=C1)OC)F